Cl.COC=1C=C(C=CC1)C1(CCNCC1)O 4-(3-methoxyphenyl)piperidin-4-ol hydrochloride